BrC1=CC(=C(C=C1)OC)CCBr 4-bromo-2-(2-bromoethyl)-1-methoxybenzene